NC1=NC=2C=CC(=CC2C2=C1C=NN2C)C(=O)N(C)[C@@H]2COC1=C2C=CC(=C1)C1=CC2=C(OC(O2)(F)F)C=C1 4-amino-N-((3S)-6-(2,2-difluoro-1,3-benzodioxol-5-yl)-2,3-dihydro-1-benzofuran-3-yl)-N,1-dimethyl-1H-pyrazolo[4,3-c]quinoline-8-carboxamide